(2R)-Pyrrolidine N1CCCC1